Tert-Butyl 3-(3-(4-hydroxyphenyl)-2-oxoimidazolidin-1-yl)-2,6-dioxopiperidine-1-carboxylate OC1=CC=C(C=C1)N1C(N(CC1)C1C(N(C(CC1)=O)C(=O)OC(C)(C)C)=O)=O